methyl (S)-2-(2,6-dichloro-4-hydroxybenzamido)-3-(2',6'-dimethoxy-[1,1'-biphenyl]-4-yl)propanoate ClC1=C(C(=O)N[C@H](C(=O)OC)CC2=CC=C(C=C2)C2=C(C=CC=C2OC)OC)C(=CC(=C1)O)Cl